Cl.NCC(=O)O (glycin)-HCl